NC=1NC=CN1 2-aminoimidazole